FC=1C=C(C=CC1OC1=CC=NC2=CC(=C(C=C12)OC)OCCCNC1CC(C1)OC)NC(=O)C1=C2C(=CN(C1=O)C1=CC=C(C=C1)F)CCO2 N-{3-fluoro-4-[(6-methoxy-7-{3-[(3-methoxycyclobutyl)amino]propoxy}quinolin-4-yl)oxy]phenyl}-5-(4-fluorophenyl)-6-oxo-2,3,5,6-tetrahydrofuro[3,2-c]pyridine-7-carboxamide